ClC=1C(=NC(=NC1)N[C@H]1C[C@H](CC1)N)C1=CNC2=CC=CC=C12 (1R,3S)-N1-(5-chloro-4-(1H-indol-3-yl)pyrimidin-2-yl)cyclopentane-1,3-diamine